OCCOC1=C(C=C(C=C1C=1C2=CC=CC=C2C=2C=CC=CC2C1)C(C)(C)C1=CC(=C(OCCO)C(=C1)C=1C2=CC=CC=C2C=2C=CC=CC2C1)C=1C2=CC=CC=C2C=2C=CC=CC2C1)C=1C2=CC=CC=C2C=2C=CC=CC2C1 2-[4-[1-[4-(2-hydroxyethoxy)-3,5-bis(phenanthren-9-yl)-phenyl]-1-methyl-ethyl]-2,6-bis(phenanthren-9-yl)-phenoxy]ethanol